C(#N)N([C@@H](C)C(=O)O)C1=CC=CC=C1 cyanophenyl-alanine